CC(C)(C)C=1C=C(C=C(C1)C(C)(C)C)NC1=CC=CC=C1 3,5-bis(1,1-dimethylethyl)-N-Phenyl-Benzenamine